2-((4,6-dimethoxy-pyrimidin-2-yl)seleno)benzoic acid COC1=NC(=NC(=C1)OC)[Se]C1=C(C(=O)O)C=CC=C1